NC1=NC(=CC(=N1)N1C[C@H](NCC1)C=1C=C(C=CC1Br)C(=O)N1CCN(CC1)C)C(C)C (R)-(3-(4-(2-amino-6-isopropylpyrimidin-4-yl)piperazin-2-yl)-4-bromophenyl)(4-methylpiperazin-1-yl)methanone